4-Methyl-5-methoxy-2-methoxycarbonyloxazole CC=1N=C(OC1OC)C(=O)OC